N1=C(SC2=C1C1=C(C=C2)OCC1)N1C(N[C@@H]2[C@H]1CN(CC2)C2COC2)=O |r| rac-(3aR,7aS)-3-(7,8-dihydrofuro[3,2-e][1,3]benzothiazol-2-yl)-5-(oxetan-3-yl)octahydro-2H-imidazo[4,5-c]pyridin-2-one